COC=1C=C(C=CC1OCC=1SC=CC1)CNC=1C=CC(=C(C(=O)[O-])C1)N1CCOCC1 5-[[3-methoxy-4-(thiophen-2-ylmethoxy)phenyl] methylamino]-2-morpholin-4-ylbenzoate